[Cl-].[Cl-].C[SiH](C)[Zr+2](C1(C=CC=C1)C)C1(C=CC=C1)C dimethylsilyl-bis(methylcyclopentadienyl)zirconium dichloride